FC=1C=C(C=C(C1)F)C1CC=NN1C(=O)C12CC(C1)(C2)C(=O)N(C)C 3-(5-(3,5-Difluorophenyl)-4,5-dihydro-1H-pyrazole-1-carbonyl)-N,N-dimethylbicyclo[1.1.1]pentane-1-carboxamide